C1(C=CC(N1NC(CC)=O)=O)=O N-maleimidopropionamid